4,5-dihydro-1,3-oxazole-5-thione O1C=NCC1=S